4-(3,3-Difluoropyrrolidin-1-yl)pyrrolo[1,2-a]quinoxaline-7-carboxylic acid FC1(CN(CC1)C=1C=2N(C3=CC=C(C=C3N1)C(=O)O)C=CC2)F